(2-amino-6-(2-chloro-5-fluorophenyl)-8-oxo-7,8-dihydro-6H-thiazolo[4,5-e]isoindol-5-yl)-3-fluoro-5-(trifluoromethyl)benzamide NC=1SC=2C(=C3C(NC(C3=C(C2)C2=C(C(=O)N)C=C(C=C2F)C(F)(F)F)C2=C(C=CC(=C2)F)Cl)=O)N1